C(C(=C)C)(=O)OCCCC(=O)O 4-(methacryloyloxy)butyric acid